1,2-diaminopiperazine NN1C(CNCC1)N